CN(CCCNCCC(=O)O)C 3-((3-(dimethylamino)propyl)amino)propanoic acid